CNCC1=CC=C(C=C1)C(C)C methyl-4-(1-methylethyl)benzylamine